2-[(2R,4S)-4-{4-amino-3-[2-(6-chloro-7-fluoro-1-methyl-1,3-benzodiazol-5-yl)ethynyl]pyrazolo[4,3-c]pyridin-1-yl}-1-(prop-2-enoyl)pyrrolidin-2-yl]acetonitrile NC1=NC=CC2=C1C(=NN2[C@H]2C[C@@H](N(C2)C(C=C)=O)CC#N)C#CC2=CC1=C(N(C=N1)C)C(=C2Cl)F